OCC(C)(C)NC(=O)C=1C=2C[C@@H]3[C@H](C2N(N1)C1=NC=C(N=C1)C(C(C(F)(F)F)(F)F)(F)F)C3 (1aR,5aR)-2-(5-Heptafluoropropyl-pyrazin-2-yl)-1a,2,5,5a-tetrahydro-1H-2,3-diaza-cyclopropa[a]pentalene-4-carboxylic acid (2-hydroxy-1,1-dimethylethyl)-amide